4-[8-(2,6-difluorophenyl)-11-methoxy-5-methyl-3,4,7,9,12-pentazatricyclo[8.4.0.02,6]tetradeca-1(10),2(6),4,7,11,13-hexaen-13-yl]morpholine FC1=C(C(=CC=C1)F)C1=NC=2C(=NNC2C=2C=C(N=C(C2N1)OC)N1CCOCC1)C